acrylic acid propargyl ester C(C#C)OC(C=C)=O